C(C)OC=1C(=NC=NC1N1CCCCC1)NC1=NNC(=C1)C 5-ethoxy-4-((5-methyl-1H-pyrazol-3-yl)amino)-6-(piperidin-1-yl)pyrimidin